O=C1NC(CCC1NC1=CC(=C(C=C1)N1CCC(CC1)(O)CC(=O)N1CCC(CC1)N1N=C2C=C(C(=CC2=C1)C(=O)NC1=NC(=CC=C1)C(F)(F)F)OC(C)C)F)=O 2-[1-[2-[1-[4-[(2,6-Dioxo-3-piperidinyl)amino]-2-fluoro-phenyl]-4-hydroxy-4-piperidinyl]acetyl]-4-piperidinyl]-6-isopropoxy-N-[6-(trifluoromethyl)-2-pyridinyl]indazole-5-carboxamide